3-methyl-1-(4-(3-(pyrrolidin-1-yl)propanoyl)-3,4-dihydroquinoxalin-1(2H)-yl)butane-1-on CC(CC(=O)N1CCN(C2=CC=CC=C12)C(CCN1CCCC1)=O)C